CN1CC(C1)(C)[C@@](O)(C=1C=NC=C(C1)C#C[Si](C)(C)C)C1=CC=C(C=C1)C(C)C (R)-(1,3-dimethyl-azetidin-3-yl)-(4-isopropyl-phenyl)-(5-trimethylsilylethynyl-pyridin-3-yl)-methanol